FC=1C=C(C=CC1)C1=CC(=CC=C1)[C@@H](C(=O)N1CC2=C(N=C(NC2=O)C2(CC2)C2=CC=CC=C2)CC1)O (S)-6-(2-(3'-fluoro-[1,1'-biphenyl]-3-yl)-2-hydroxyacetyl)-2-(1-phenylcyclopropyl)-5,6,7,8-tetrahydropyrido[4,3-d]pyrimidin-4(3H)-one